CC(=O)N(C)C1CCNCC1 N-METHYL-N-(PIPERIDIN-4-YL)ACETAMIDE